5h-pyrrolo[3,2-b]pyridin-5-one dihydrochloride Cl.Cl.N=1C=CC2=NC(C=CC21)=O